tert-butyl 2-((3',5'-difluoro-2'-hydroxy-[1,1'-biphenyl]-3-yl)methyl)-3-(ethylsulfonamido)pyrrolidine-1-carboxylate FC=1C(=C(C=C(C1)F)C1=CC(=CC=C1)CC1N(CCC1NS(=O)(=O)CC)C(=O)OC(C)(C)C)O